4-(Pyridin-3-yl)pyrrolo[1,2-a]quinoxaline N1=CC(=CC=C1)C=1C=2N(C3=CC=CC=C3N1)C=CC2